BrC1=CC(=C(OC=2C(=CC(=C(C=O)C2)OC)F)C(=C1)Cl)Cl 5-(4-bromo-2,6-dichloro-phenoxy)-4-fluoro-2-methoxy-benzaldehyde